CN(CCCNCCCN(C)C)C N-[3-(dimethylamino)propyl]-N',N'-dimethyl-propane-1,3-diamine